5,6-dihydropyridine-1(2H)-carboxamide N1(CC=CCC1)C(=O)N